BrC1=CC(=C2C=CN(C2=C1)C(=O)OCC1=CC=CC=C1)C(F)F benzyl 6-bromo-4-(difluoromethyl)-1H-indole-1-carboxylate